2-(4,6-dimethoxypyrimidin-2-ylcarbamoylsulfamoyl)-N,N-dimethylnicotinamide COC1=NC(=NC(=C1)OC)NC(=O)NS(=O)(=O)C1=C(C(=O)N(C)C)C=CC=N1